methyl (2R)-1-[4-[(tert-butyldimethylsilyl)oxy]phenyl]pyrrolidine-2-carboxylate [Si](C)(C)(C(C)(C)C)OC1=CC=C(C=C1)N1[C@H](CCC1)C(=O)OC